4-(Aminomethyl)-2-nitrobenzoic acid methyl ester hydrochloride Cl.COC(C1=C(C=C(C=C1)CN)[N+](=O)[O-])=O